C1(=C(C=CC=C1)[U])C tolyl-uranium